OC1=C2C(C=CC(C2=CC=C1)=O)=O 5-hydroxy-1,4-naphthalenedione